NC=1C2=C(N=CN1)N(C(=C2C(=O)NC2=CC=C(C=C2)COC)C#CC(C)(N2CCOCC2)C)C2(CC2)C 4-amino-N-(4-(methoxymethyl)phenyl)-6-(3-methyl-3-morpholinobut-1-yn-1-yl)-7-(1-methylcyclopropyl)-7H-pyrrolo[2,3-d]pyrimidine-5-carboxamide